C(=O)(O)C1=CC=C(C[C@H](N)C(=O)O)C=C1 p-carboxyphenylalanine